C(C)(C)(C)OC(=O)NCCCCC(C)N1C(=NC2=C1C(=CC=C2)C(N(C)C)=O)NC(=O)C=2N=C(SC2)C(=O)O 4-((1-(6-((tert-butoxycarbonyl)amino)hexan-2-yl)-7-(dimethylcarbamoyl)-1H-benzo[d]imidazol-2-yl)carbamoyl)thiazole-2-carboxylic acid